C(#N)C1=CC(=CC=2N=C(OC21)C=2C(=C(C=CC2)C2=C(C(=CC=C2)C=2OC1=C(N2)C=C(C(=C1)OC(F)F)CN1[C@@H](CCC1)C(=O)O)C)C)CN(C)CC#N ((2-(3'-(7-cyano-5-(((cyanomethyl)(methyl)amino)methyl)benzo[d]oxazol-2-yl)-2,2'-dimethyl-[1,1'-biphenyl]-3-yl)-6-(difluoromethoxy)benzo[d]oxazol-5-yl)methyl)-L-proline